pentyl N-[1-[(2R,3R,4S,5R)-3,4-dihydroxy-5-methyloxolan-2-yl]-5-fluoro-2-oxopyrimidin-4-yl]carbamate O[C@H]1[C@@H](O[C@@H]([C@H]1O)C)N1C(N=C(C(=C1)F)NC(OCCCCC)=O)=O